(S)-1-(4-chloro-2-fluoro-phenyl)-3-(oxetan-3-yl)-4-(4-(trifluoromethyl)-benzyl)piperazine-2,5-dione ClC1=CC(=C(C=C1)N1C([C@@H](N(C(C1)=O)CC1=CC=C(C=C1)C(F)(F)F)C1COC1)=O)F